3,3,4,4,5,5,6,6,7,7,8,8,9,9,10,10,11,11,12,12,12-henicosafluorododecylphosphonic acid FC(CCP(O)(O)=O)(C(C(C(C(C(C(C(C(C(F)(F)F)(F)F)(F)F)(F)F)(F)F)(F)F)(F)F)(F)F)(F)F)F